CN1[C@@H]([C@H](CC1=O)C(=O)NCCCCCCNS(=O)(=O)C1CCN(CC1)C1CCC(CC1)C(=O)O)C=1C=NC=CC1 4-(4-(N-(6-((2S,3S)-1-Methyl-5-oxo-2-(pyridin-3-yl)pyrrolidine-3-carboxamido)hexyl)sulfamoyl)piperidin-1-yl)cyclohexane-1-carboxylic acid